3-(dimethylamino)propane-1-thiol CN(CCCS)C